C1(CCCCC1)C1OCCC(O1)C 2-cyclohexyl-4-methyl-1,3-dioxane